C(CCCCCCC\C=C/C\C=C/CCCCC)(=O)OCC(COC(=O)OCCN(C)C)COC(\C=C(\CCCCCCCC)/CCCCCCC)=O 3-(((2-(dimethylamino)ethoxy)carbonyl)oxy)-2-((((E)-3-heptylundec-2-enoyl)oxy)methyl)propyl (9Z,12Z)-octadeca-9,12-dienoate